N-acetylneuraminic acid sodium salt hydrate O.[Na+].C(C)(=O)N[C@@H]1[C@H](CC(C([O-])=O)(O)O[C@H]1[C@H](O)[C@H](O)CO)O